2-(4,4-dimethyl-1-piperidyl)-6-methyl-8-(2,2,2-trifluoro-1-hydroxy-1-methoxy-ethyl)chromen-4-one CC1(CCN(CC1)C=1OC2=C(C=C(C=C2C(C1)=O)C)C(C(F)(F)F)(OC)O)C